1-(3-bromo-5-chlorophenyl)-3-(3-chloro-5-methoxyphenyl)urea BrC=1C=C(C=C(C1)Cl)NC(=O)NC1=CC(=CC(=C1)OC)Cl